[3-[(5-bromo-2-pyridyl)oxy]cyclobutoxy]ethanol BrC=1C=CC(=NC1)OC1CC(C1)OC(C)O